(3,4-dichloro-1H-indol-7-yl)-4-((4-(2,2,2-trifluoroacetyl)piperazin-1-yl)sulfonyl)benzenesulfonamide ClC1=CNC2=C(C=CC(=C12)Cl)C1=C(C=CC(=C1)S(=O)(=O)N1CCN(CC1)C(C(F)(F)F)=O)S(=O)(=O)N